O=C1NC(CCC1N1C(C2=CC=C(C=C2C1)C(=O)NC1CC2(C1)C=C(C2)C2=C(C=C(C=C2)C(F)(F)F)F)=O)=O 2-(2,6-dioxopiperidin-3-yl)-N-(6-(2-fluoro-4-(trifluoromethyl)phenyl)spiro[3.3]hept-5-en-2-yl)-1-oxoisoindoline-5-carboxamide